(4-(((3R,6S)-1-Acryloyl-6-methylpiperidin-3-yl)amino)-7H-pyrrolo[2,3-d]pyrimidin-7-yl)methyl 5-((R)-1,2-dithiolan-3-yl)pentanoate S1S[C@@H](CC1)CCCCC(=O)OCN1C=CC2=C1N=CN=C2N[C@H]2CN([C@H](CC2)C)C(C=C)=O